NC(C)(C)C=1C(=CC(=NC1)[C@@H]1C[C@H](C1)C1=NN2C(=NC=3C(=CC=CC3C2=N1)OC)N)C 2-{trans-3-[5-(2-aminopropan-2-yl)-4-methylpyridin-2-yl]cyclobutyl}-7-methoxy[1,2,4]triazolo[1,5-c]quinazolin-5-amine